O1N=C(C=C1)CN1CCCCC1 1-(isoxazol-3-ylmethyl)piperidin